ClC1=CC(=C2C(=N1)C1(N(C2=O)CC2=CC=C(C=C2)OC)CCCCC1)C 2'-Chloro-6'-(4-methoxybenzyl)-4'-methylspiro[cyclohexane-1,7'-pyrrolo[3,4-b]pyridin]-5'(6'H)-one